C(C=C)C=1C=C(C(N(C1)C(C(=O)OCC)CCC)=O)F ethyl 2-(5-allyl-3-fluoro-2-oxopyridin-1(2H)-yl)pentanoate